(2R,4S)-4-(benzyloxy)-1-(cyclopropanecarbonyl)-4-methylpyrrolidin C(C1=CC=CC=C1)O[C@]1(CCN(C1)C(=O)C1CC1)C